ClC=1C=C(C=CC1OCC1CC1)C1=CC(=CN=N1)C(=O)NCC=1C(=NC=CC1)N1CC(OCC1)C(F)(F)F 6-[3-chloro-4-(cyclopropylmethoxy)phenyl]-N-[[2-[2-(trifluoromethyl)morpholin-4-yl]-3-pyridyl]methyl]pyridazine-4-carboxamide